CC1=C(C=CC=C1C)C(C)N1C=NC=C1 (1-(2,3-dimethylphenyl)ethyl)-1H-imidazole